N-[trichloromethylthio]phthalimide 5-phenylpiperidine-1,3-dicarboxylate C1(=CC=CC=C1)C1CC(CN(C1)C(=O)O)C(=O)O.ClC(SN1C(C=2C(C1=O)=CC=CC2)=O)(Cl)Cl